C(C1=CC=CC=C1)OC(=O)NC1=CC(=C(C=C1)C(C(=O)OCC1=CC=CC=C1)C(=O)C1=NN(C=2CC(CCC12)(C)C)C1OCCCC1)[N+](=O)[O-] benzyl 2-(4-{[(benzyloxy)carbonyl]amino}-2-nitrophenyl)-3-[6,6-dimethyl-1-(oxan-2-yl)-5,7-dihydro-4H-indazol-3-yl]-3-oxopropanoate